L-alanyl-L-alanyl-L-alanine N[C@@H](C)C(=O)N[C@@H](C)C(=O)N[C@@H](C)C(=O)O